Cl.N1CCC(CC1)C1=NC=CC2=CC=CC(=C12)N (piperidin-4-yl)isoquinolin-8-amine hydrochloride